3-(5-chloro-2H-benzotriazol-2-yl)-5-(1,1-dimethylethyl)-4-hydroxy-phenylpropionic acid ClC1=CC=2C(=NN(N2)C=2C=C(C=C(C2O)C(C)(C)C)C(C(=O)O)C)C=C1